1,3-dichlorobenzyl chloride ClC1(CCl)CC(=CC=C1)Cl